6-((5-methoxypyrimidin-4-yl)amino)-1',8-dimethyl-2H-spiro[imidazo[1,5-a]pyridine-3,4'-piperidine]-1,5-dione COC=1C(=NC=NC1)NC1=CC(=C2N(C1=O)C1(CCN(CC1)C)NC2=O)C